(1R,3S,5R)-2-(2-(3-acetyl-5-(2-methylpyrimidin-5-yl)-1H-indazol-1-yl)acetyl)-N-((S)-1-(2,3-dimethylphenyl)ethyl)-5-methyl-2-azabicyclo[3.1.0]hexane-3-carboxamide C(C)(=O)C1=NN(C2=CC=C(C=C12)C=1C=NC(=NC1)C)CC(=O)N1[C@@H]2C[C@@]2(C[C@H]1C(=O)N[C@@H](C)C1=C(C(=CC=C1)C)C)C